C(C)OCC=1NC2=C(C(=[N+](C=3C=CC=CC23)[O-])N)N1 2-(ethoxymethyl)-5-oxido-1H-imidazo[4,5-c]quinolin-5-ium-4-amine